CN(C)[SiH](N1[SiH](N[SiH](N[SiH]1C)C)C)C 1-(dimethylamino-methylsilyl)-2,4,6-trimethylcyclotrisilazane